5-bromo-4-methoxy-2-nitro-N-phenylaniline BrC=1C(=CC(=C(NC2=CC=CC=C2)C1)[N+](=O)[O-])OC